N\C=C/C Z-1-aminopropene